(5-(6-((2-(1-(cyclopropylsulfonyl)-1H-pyrazol-4-yl)pyrimidin-4-yl)amino)-4-(isopropylamino)pyridin-3-yl)pent-4-yn-1-yl)morpholine-4-carboxamide C1(CC1)S(=O)(=O)N1N=CC(=C1)C1=NC=CC(=N1)NC1=CC(=C(C=N1)C#CCCCC1N(CCOC1)C(=O)N)NC(C)C